8-chloro-7-(3,4-dihydronaphthalen-1-yl)-1-methyl-4H,6H-benzo[e][1,2,4]triazolo[3,4-c][1,4]oxazepine ClC1=C(C2=C(N3C(COC2)=NN=C3C)C=C1)C1=CCCC3=CC=CC=C13